C(C1=CC=CC=C1)C1=C(SC=2N3C([C@@H](OCC21)C)=NN=C3C)C#CC=3N=CN(C3)CCCC#CC3=C2CN(C(C2=CC=C3)=O)C3C(NC(CC3)=O)=O 3-(4-(5-(4-(((S)-3-benzyl-6,9-dimethyl-4H,6H-thieno[2,3-e][1,2,4]triazolo[3,4-c][1,4]oxazepin-2-yl)ethynyl)-1H-imidazol-1-yl)pent-1-yn-1-yl)-1-oxoisoindolin-2-yl)piperidine-2,6-dione